N-(3-(N,N-dimethyl-sulfamoyl)phenyl)-3-methyl-5-oxo-1-phenyl-4,5-dihydro-1H-pyrazole-4-carboxamide CN(S(=O)(=O)C=1C=C(C=CC1)NC(=O)C1C(=NN(C1=O)C1=CC=CC=C1)C)C